1-(6-(4-(2-((tert-butyldiphenylsilyl)oxy)ethyl)piperidin-1-yl)-2-methylpyridin-3-yl)dihydropyrimidine [Si](C1=CC=CC=C1)(C1=CC=CC=C1)(C(C)(C)C)OCCC1CCN(CC1)C1=CC=C(C(=N1)C)N1CNCC=C1